2-(1,2,3,4-tetrahydroquinolin-5-yl)-1,3,4-thiadiazole N1CCCC2=C(C=CC=C12)C=1SC=NN1